C(/C1=CC=CC=C1)=C/1\C(N(\C(\C(N1)=O)=C/C=1N=CNC1C(C)(C)C)[2H])=O (3Z,6Z)-3-benzylidene-6-[(5-tert-butyl-1H-imidazol-4-yl)methylene]piperazine-2,5-dione-d